octadecanoic acid, butyl ester C(CCCCCCCCCCCCCCCCC)(=O)OCCCC